(S)-butyl 2-((6aR,10aR)-1-hydroxy-6,6,9-trimethyl-6a,7,10,10a-tetrahydro-6H-benzo[c]chromen-3-yl)propanoate OC1=C2[C@H]3[C@H](C(OC2=CC(=C1)[C@@H](C(=O)OCCCC)C)(C)C)CC=C(C3)C